1,2,4-triazine-3,6-dicarboxylic acid N1=NC(=NC=C1C(=O)O)C(=O)O